5-chloro-2-(chloromethyl)-7,8-dihydro-6H-spiro[[1,3]oxazolo[5,4-f]quinazoline-9,1'-cyclohexan]-7-one ClC=1C=C2C(=C3C1NC(NC31CCCCC1)=O)OC(=N2)CCl